ClC1=CC=C(C(=N1)C=1N=NN(N1)CC)N 6-chloro-2-(2-ethyl-2H-tetrazol-5-yl)pyridin-3-amine